[(4-methoxyphenyl)methyl]-4-[[4-(trifluoromethyl)phenyl]methylamino]benzenesulfonamide COC1=CC=C(C=C1)CC1=C(C=CC(=C1)NCC1=CC=C(C=C1)C(F)(F)F)S(=O)(=O)N